1-((chlorocarbonyl)oxy)ethyl 2-methylbutanoate CC(C(=O)OC(C)OC(=O)Cl)CC